N,N-diethyl-4-aminobutyramide C(C)N(C(CCCN)=O)CC